6-fluoro-2-(piperidin-4-yl)-1,3-benzoxazole FC1=CC2=C(N=C(O2)C2CCNCC2)C=C1